N-benzyloxy-but-2-enamide C(C1=CC=CC=C1)ONC(C=CC)=O